N-(4-(4-((3-fluorophenyl)sulfonamido)-2-(trifluoromethyl)phenyl)-1H-pyrrolo[2,3-b]pyridin-6-yl)cyclopropylcarboxamide FC=1C=C(C=CC1)S(=O)(=O)NC1=CC(=C(C=C1)C1=C2C(=NC(=C1)NC(=O)C1CC1)NC=C2)C(F)(F)F